CS(=O)(=O)CN1N=CC(=N1)C(=O)O[Li] [2-(methylsulfonylmethyl)triazole-4-carbonyl]oxylithium